Propan-2-yl (2R)-2-hydroxy-3-(pyrimidin-2-yl)propanoate O[C@@H](C(=O)OC(C)C)CC1=NC=CC=N1